CC=1C(=NC(=NC1)N[C@H]1C[C@H](CCC1)C1=NN=C2N1C=CC=C2)OC2COC2 5-methyl-4-(oxetan-3-yloxy)-N-[(1R,3S)-3-([1,2,4]triazolo[4,3-a]pyridin-3-yl)cyclohexyl]pyrimidin-2-amine